tert-butyl N-[(3R)-7-[[(1-benzyl-4,4-difluoro-piperidine-3-carbonyl)amino]carbamoyl]-5-[(4-chlorophenyl)methyl]-8-fluoro-4-oxo-2,3-dihydro-1,5-benzothiazepin-3-yl]carbamate C(C1=CC=CC=C1)N1CC(C(CC1)(F)F)C(=O)NNC(=O)C=1C(=CC2=C(N(C([C@H](CS2)NC(OC(C)(C)C)=O)=O)CC2=CC=C(C=C2)Cl)C1)F